FC=1C=CC(=NC1)C1=NN=C(O1)C(=O)N1[C@@H](C2=C(CC1)NC=N2)C2=NN1C(C(=CC=C1)C)=C2 (S)-(5-(5-fluoropyridin-2-yl)-1,3,4-oxadiazol-2-yl)(4-(4-methylpyrazolo[1,5-a]pyridin-2-yl)-6,7-dihydro-1H-imidazo[4,5-c]pyridin-5(4H)-yl)methanone